FC(C(C(C(C(C(CCCCCCCCCC)(F)F)(F)F)(F)F)(F)F)(F)F)(F)F 1,1,1,2,2,3,3,4,4,5,5,6,6-tridecafluorohexadecane